borane, potassium salt [K].B